C(C)(=O)[O-].C(C)(=O)[O-].[Bi+2] bismuth (II) diacetate